C1(CC1)C1CC(C2=C(CC1)C=C(C=C2)C(=O)OC)=O methyl 7-cyclopropyl-5-oxo-6,7,8,9-tetrahydro-5H-benzo[7]annulene-2-carboxylate